OCCNC(=O)C1=CC=C(C=N1)NC(O[C@@H](COC1=CC2=C(N=C(S2)C2=C3N=CC(=NC3=CC(=C2)C)OC)C=C1F)C)=O (R)-1-((5-fluoro-2-(2-methoxy-7-methylquinoxalin-5-yl)benzo[d]thiazol-6-yl)oxy)propan-2-yl (6-((2-hydroxyethyl)carbamoyl)pyridin-3-yl)carbamate